3-Amino-4-(1H-indazol-4-yl)-7-thiazol-2-yl-1H-1,5-naphthyridin-2-one NC=1C(NC2=CC(=CN=C2C1C1=C2C=NNC2=CC=C1)C=1SC=CN1)=O